4-methyl-5-[3-methyl-7-[[5-(1-methylpiperidin-4-yl)oxypyridin-2-yl]amino]imidazo[4,5-b]pyridin-5-yl]oxypyridine-2-carbonitrile CC1=CC(=NC=C1OC1=CC(=C2C(=N1)N(C=N2)C)NC2=NC=C(C=C2)OC2CCN(CC2)C)C#N